[Ni](I)I nickel(ii) iodide